1-((2-methyl-5-(3-methyl-1,2,4-thiadiazol-5-yl)phenyl)glycyl)indoline-4-sulfonamide CC1=C(C=C(C=C1)C1=NC(=NS1)C)NCC(=O)N1CCC=2C(=CC=CC12)S(=O)(=O)N